(E)-6-(2,6-dichloro-3,5-dimethoxyphenyl)-8-(1-(4-(dimethylamino)-but-2-enoyl)piperidin-4-yl)-2-(isopropylamino)pyrido[2,3-d]pyrimidin-7(8H)-one ClC1=C(C(=C(C=C1OC)OC)Cl)C1=CC2=C(N=C(N=C2)NC(C)C)N(C1=O)C1CCN(CC1)C(\C=C\CN(C)C)=O